FC1=C(C=CC=C1)C1=NC2=CC(=CC=C2C(=C1)OC)C(=O)Cl 2-(2-fluorophenyl)-4-methoxyquinoline-7-carbonyl chloride